(2S)-2-(tert-butoxycarbonylamino)-3,3-bis(4-fluorophenyl)propionic acid C(C)(C)(C)OC(=O)N[C@H](C(=O)O)C(C1=CC=C(C=C1)F)C1=CC=C(C=C1)F